ClC1=CC=C(C=C1)[C@@H](NC(=O)[C@@H]1CNC(O1)=O)C=1SC=C(N1)C(F)(F)F |o1:7| (S)-N-((R or S)-(4-chlorophenyl)(4-(trifluoromethyl)thiazol-2-yl)methyl)-2-oxooxazolidine-5-carboxamide